O[C@@H]1C[C@H](N(C1)C([C@H](C(C)C)N1N=NC(=C1)C=1OC=CN1)=O)C(=O)NC (2S,4r)-4-hydroxy-N-methyl-1-((S)-3-methyl-2-(4-(oxazol-2-yl)-1H-1,2,3-triazol-1-yl)butanoyl)pyrrolidine-2-carboxamide